NC=1OC=2C(C1)=C(C=CC2)C(=O)NCCN2CCCC2 amino-N-(2-(pyrrolidin-1-yl)ethyl)benzofuran-4-carboxamide